6-(4-ethyl-3-(hydroxymethyl)-5-oxo-4,5-dihydro-1H-1,2,4-triazol-1-yl)-2-(3-fluorophenyl)-4-isopropylisoquinolin-1(2H)-one C(C)N1C(=NN(C1=O)C=1C=C2C(=CN(C(C2=CC1)=O)C1=CC(=CC=C1)F)C(C)C)CO